C(C1=CC=CC=C1)(=O)C=1C=CC(=C(C#N)C1)N1C[C@@H](CC1)OC1=NC=C(C=C1)C(F)(F)F (R)-5-benzoyl-2-(3-(5-(trifluoromethyl)pyridin-2-yloxy)pyrrolidin-1-yl)benzonitrile